BrC1=CC=C(C=C1)C=CC=C 1-bromo-4-(but-1,3-dienyl)benzene